C(CCCCC)CCCSCCCCCCCCC 3-hexylpropylsulfide